1H-1,3-benzodiazole-4-carboxamide N1C=NC2=C1C=CC=C2C(=O)N